C(C)N1CC=CC2=CC=CC=C12 1-ethyl-quinolin